N-Butyl-N-trifluoromethylpropanamide C(CCC)N(C(CC)=O)C(F)(F)F